3-[4-[3-[4-(Hydroxymethyl)phenyl]-3-oxoprop-1-enyl]phenyl]-N-(oxan-2-yloxy)prop-2-enamide OCC1=CC=C(C=C1)C(C=CC1=CC=C(C=C1)C=CC(=O)NOC1OCCCC1)=O